tert-butyl (3-(4-((7-(4-(2-bromoethoxy)phenyl)pyrrolo[2,1-f][1,2,4]triazin-2-yl)amino)-1H-pyrazol-1-yl)propyl)carbamate BrCCOC1=CC=C(C=C1)C1=CC=C2C=NC(=NN21)NC=2C=NN(C2)CCCNC(OC(C)(C)C)=O